4-[2-tert-butoxyethyl-[4-(5,6,7,8-tetrahydro-1,8-naphthyridin-2-yl)butyl]amino]-2-[[2-fluoro-6-(trifluoromethyl)benzoyl]amino]butanoic acid C(C)(C)(C)OCCN(CCC(C(=O)O)NC(C1=C(C=CC=C1C(F)(F)F)F)=O)CCCCC1=NC=2NCCCC2C=C1